(1S,2S,3R)-3-Hydroxycyclohexane OC1CCCCC1